N-Fmoc-O-tert-butyl-E-serine C(=O)(OCC1C2=CC=CC=C2C2=CC=CC=C12)N[C@@H](COC(C)(C)C)C(=O)O